C(C)OC(C(C(=O)OCC)N1CCOCC1)=O Morpholinopropanedioic acid diethyl ester